3-hydroxy-propanoate OCCC(=O)[O-]